5-amino-1-isopropyl-3-(4-(phenoxymethyl)phenyl)-1H-pyrazole-4-carboxamide NC1=C(C(=NN1C(C)C)C1=CC=C(C=C1)COC1=CC=CC=C1)C(=O)N